3-(4-methylbenzoyl)acrylic acid CC1=CC=C(C(=O)C=CC(=O)O)C=C1